N(=[N+]=[N-])CCNC=1C(=NON1)C1=NOC(N1C1=CC(=C(C=C1)F)Br)=O 3-(4-((2-azidoethyl)amino)-1,2,5-oxadiazol-3-yl)-4-(3-bromo-4-fluorophenyl)-1,2,4-oxadiazol-5(4H)-one